benzyl (7-amino-5-((2S,4S)-1-((R)-3-cyclohexyl-2-(4-fluorobenzamido)propanoyl)-4-(5-(2-hydroxypropan-2-yl)-1H-1,2,3-triazol-1-yl)pyrrolidine-2-carboxamido)-6,7-dioxoheptyl)carbamate NC(C(C(CCCCNC(OCC1=CC=CC=C1)=O)NC(=O)[C@H]1N(C[C@H](C1)N1N=NC=C1C(C)(C)O)C([C@@H](CC1CCCCC1)NC(C1=CC=C(C=C1)F)=O)=O)=O)=O